Methyl 6-(3-(2-(2-(2-(5-((3aS,4S,6aR)-2-oxohexahydro-1H-thieno[3,4-d]imidazol-4-yl)pentanamido)ethoxy)ethoxy)ethoxy)phenoxy)nicotinate O=C1N[C@H]2[C@@H](N1)CS[C@H]2CCCCC(=O)NCCOCCOCCOC=2C=C(OC1=NC=C(C(=O)OC)C=C1)C=CC2